[(2R,3S,4R,5R)-5-[4-(cyclopentylamino)-2-(2-hydroxyethoxy)-pyrrolo[2,3-d]-pyrimidin-7-yl]-3,4-dihydroxy-tetrahydro-furan-2-yl]methoxy-methylphosphonic acid C1(CCCC1)NC=1C2=C(N=C(N1)OCCO)N(C=C2)[C@H]2[C@@H]([C@@H]([C@H](O2)COCP(O)(O)=O)O)O